C(C)(=O)C1=C(C=C(C=C1)Cl)C1=CC(N(C=C1OC)C(C(=O)NC=1C=C2C=CN=CC2=CC1)CC1=CC=CC=C1)=O 2-(4-(2-acetyl-5-chlorophenyl)-5-methoxy-2-oxopyridin-1(2H)-yl)-N-(isoquinolin-6-yl)-3-phenylpropionamide